CCCCCCCCCCCCCCCC(=O)OC[C@H](COP(=O)([O-])[O-])OC(=O)CCCCCCCCCCCCC The molecule is a 1-acyl-2-tetradecanoyl-sn-glycero-3-phosphate(2-) in which the 1-acyl group is specified as hexadecanoyl (palmitoyl); major species at pH 7.3. It is a conjugate base of a 1-hexadecanoyl-2-tetradecanoyl-sn-glycero-3-phosphate.